C(CCCCC)C(C(=O)OCCCCNC(C(CCCNC(CCC(=O)OC\C=C/CCCCCC)=O)NC(CN(C)C)=O)=O)CCCCCCCC 4-[[2-[[2-(dimethylamino)acetyl]amino]-5-[[4-[(Z)-non-2-enoxy]-4-oxo-butanoyl]amino]pentanoyl]amino]butyl 2-hexyldecanoate